CN1N=CC(=C1)B1OC(C)(C)C(C)(C)O1 1-Methylpyrazole-4-boronic acid pinacol ester